CN(CCC=1C(=CC(N(C1)C(C(=O)N[C@@H](CC(=O)OC)C=1C=C(C=CC1)C1=C(C=CC=C1C)C)CC(C)C)=O)C)C (3S)-methyl 3-(2-(5-(2-(dimethylamino)ethyl)-4-methyl-2-oxopyridin-1(2H)-yl)-4-methylpentanamido)-3-(2',6'-dimethylbiphenyl-3-yl)propanoate